(S)-4-benzyl-3-((S)-2-((S)-2,2-dimethylcyclopropane-1-carbonyl)-2,6-diazaspiro[3.4]octane-8-carbonyl)oxazolidin-2-one C(C1=CC=CC=C1)[C@@H]1N(C(OC1)=O)C(=O)[C@@H]1CNCC12CN(C2)C(=O)[C@@H]2C(C2)(C)C